FC1=C(C(=CC(=C1)S(=O)(=O)C)OC)NCC#CC=1N(C=2C=CC=C(C2C1)N[C@@H]1[C@@H](CNCC1)F)CCC 2-(3-((2-fluoro-6-methoxy-4-(methylsulfonyl)phenyl)amino)prop-1-yn-1-yl)-N-((3R,4S)-3-fluoropiperidin-4-yl)-1-propyl-1H-indol-4-amine